C(C)OC(C[C@@H](C1=CC(=CC=C1)OC1=C(C=CC=C1)C)NC(=O)NC=1C(N(C=CC1O)C)=O)=O (S)-3-(3-(4-hydroxy-1-methyl-2-oxo-1,2-dihydropyridin-3-yl)ureido)-3-(3-(o-tolyloxy)phenyl)propanoic acid ethyl ester